[2-amino-4-(trifluoromethoxy)phenyl]-[4-[2-[(3R)-tetrahydrofuran-3-yl]-5H-pyrrolo[2,3-b]pyrazin-7-yl]-1-piperidyl]methanone NC1=C(C=CC(=C1)OC(F)(F)F)C(=O)N1CCC(CC1)C1=CNC2=NC=C(N=C21)[C@@H]2COCC2